1-[(1S)-3,3-difluoro-1-(4-pyridyl)propyl]-3-[(3R)-4,4-difluorotetrahydrofuran-3-yl]-1-methyl-urea FC(C[C@@H](C1=CC=NC=C1)N(C(=O)N[C@@H]1COCC1(F)F)C)F